N-(3-bromo-5-(trifluoromethoxy)phenyl)propane-1-sulfonamide BrC=1C=C(C=C(C1)OC(F)(F)F)NS(=O)(=O)CCC